Naphthalenesulfonic Acid, Sodium Salt [Na+].C1(=CC=CC2=CC=CC=C12)S(=O)(=O)[O-]